hexa-(4-methyl-2-ethylhexyl)disiloxane CC(CC(C[Si](O[Si](CC(CC(CC)C)CC)(CC(CC(CC)C)CC)CC(CC(CC)C)CC)(CC(CC(CC)C)CC)CC(CC(CC)C)CC)CC)CC